C(C)(=O)O[C@H]1[C@H](N(C[C@@H]1OC(=O)OC(C)(C)C)C(=O)OC(C)(C)C)CC1=CC=C(C=C1)C=1SC=NN1 tert-butyl (2R,3S,4S)-3-(acetyloxy)-4-[(tert-butoxycarbonyl)oxy]-2-{[4-(1,3,4-thiadiazol-2-yl)phenyl]methyl}pyrrolidine-1-carboxylate